methoxyethyl 6-(1-(4-fluorobenzamido)ethyl)-3,4-dihydro-1,5-naphthyridine-1(2H)-carboxylate FC1=CC=C(C(=O)NC(C)C=2N=C3CCCN(C3=CC2)C(=O)OCCOC)C=C1